[Si](C1=CC=CC=C1)(C1=CC=CC=C1)(C(C)(C)C)OC1C[C@H]2C([C@H]2C1)C1=NC(=NN1C(C)C)C1=CC(=CC=C1)C(F)(F)F 5-((1R,5S,6r)-3-((tert-Butyldiphenylsilyl)oxy)bicyclo[3.1.0]hexan-6-yl)-1-isopropyl-3-(3-(trifluoromethyl)phenyl)-1H-1,2,4-triazole